COC1=CC=C(C=C1)S(=O)(=NC=1N=C2N(C=CC(=C2)C2=NOC(=N2)C(F)(F)F)C1)C (4-methoxyphenyl)(methyl)((7-(5-(trifluoromethyl)-1,2,4-oxadiazol-3-yl)imidazo[1,2-a]pyridin-2-yl)imino)-λ6-sulfanone